C1(=C(C(=CC(=C1)C)C)C1=CC=CC2=C1N=C(S2)NCC(C)(C)C)C 4-mesityl-N-neopentylbenzothiazol-2-amine